1,1-dibromo-3-ethyl-1,3-disilacyclohexane Br[Si]1(C[SiH](CCC1)CC)Br